BrC1=CC=CC=2SC3=C(C21)C=C(C=C3)C3=CC(=CC=C3)Cl 1-bromo-8-(3-chlorophenyl)dibenzo[b,d]thiophene